N-(3,5-difluoro-2,6-dimethylphenyl)prop-2-enamide FC=1C(=C(C(=C(C1)F)C)NC(C=C)=O)C